7,8-dichloro-5-(2-hydroxy-2-methylpropyl)-10-(2-methyl-2H-1,2,3-triazol-4-yl)-3,4,5,6-tetrahydroazepino[4,5-b]indol-2(1H)-one ClC1=C(C=C(C=2C3=C(NC12)C(CNC(C3)=O)CC(C)(C)O)C3=NN(N=C3)C)Cl